Cl.[N+](=O)([O-])C=1C=C(CON)C=C(C1)[N+](=O)[O-] 3,5-dinitrobenzyloxyamine hydrochloride